OC(C)(C)C1=CC(=CC=C1)C(C)(C)O 1,3-bis(2-hydroxy-2-propyl)-benzene